β-d-glucopyranosyl-(1→4) α-l-rhamnopyranosyl-(1→2)-β-d-fucopyranoside [C@@H]1([C@H](O)[C@H](O)[C@@H](O)[C@@H](O1)C)O[C@H]1[C@H](O[C@H]2[C@H](O)[C@@H](O)[C@H](O)[C@H](O2)CO)O[C@@H]([C@@H]([C@@H]1O)O)C